2,3-dimethyl-1-((2-methyl-1H-imidazol-1-yl)sulfonyl)-1H-imidazol-3-ium triflate [O-]S(=O)(=O)C(F)(F)F.CC=1N(C=C[N+]1C)S(=O)(=O)N1C(=NC=C1)C